tert-Butyl 3-(7-bromo-4-chlorobenzo[d]oxazol-2-yl)-3,6-diazabicyclo[3.1.1]heptane-6-carboxylate BrC1=CC=C(C=2N=C(OC21)N2CC1N(C(C2)C1)C(=O)OC(C)(C)C)Cl